ClC1=CC=C2C(=N1)C(=CO2)I 5-chloro-3-iodofuro[3,2-b]pyridine